ClC=1C=C(C=CC1Cl)C=1N=C(SC1)NN 4-(3,4-dichlorophenyl)-2-hydrazinothiazole